FC1(CC(C1)CN(C1=C2CN(C(C2=CC=C1)=O)C1C(NC(CC1)=O)=O)C1CCC(CC1)NCC1(CC1)C(F)(F)F)F 3-(4-{[(3,3-difluorocyclobutyl)methyl][(1s,4s)-4-({[1-(trifluoromethyl)cyclopropyl]methyl}amino)cyclohexyl]amino}-1-oxo-3H-isoindol-2-yl)piperidine-2,6-dione